[Cl-].[Cl-].C(C)C1(C=CC=C1)[Zr+2]C=1C(C2=CC=C(C=C2C1)C)C (ethylcyclopentadienyl)(1,5-dimethylindenyl)zirconium dichloride